ethyl 2-(phthalimidomethyl)-3-oxobutanoate C1(C=2C(C(N1CC(C(=O)OCC)C(C)=O)=O)=CC=CC2)=O